(Z)-N-(5-amino-2-fluorophenyl)-3-ethoxybut-2-enamide NC=1C=CC(=C(C1)NC(\C=C(\C)/OCC)=O)F